CN(C/C=C/C(=O)N1CC2=C(C3=C(N=CN=C3NC3=CC(=C(C=C3)OC=3C=NC(=NC3)C)C)S2)CC1)C (E)-4-(dimethylamino)-1-(4-((3-methyl-4-((2-methylpyrimidin-5-yl)oxy)phenyl)amino)-5,8-dihydropyrido[4',3':4,5]thieno[2,3-d]pyrimidin-7(6H)-yl)but-2-en-1-one